8-bromo-adenosine BrC=1N([C@H]2[C@H](O)[C@H](O)[C@@H](CO)O2)C=2N=CN=C(C2N1)N